sodium sulfur glucose O=C[C@H](O)[C@@H](O)[C@H](O)[C@H](O)CO.[S].[Na]